ClC=1C=C(C=C2N=C(C(=NC12)C)C)N1C[C@@H](OCC1)C=1C=NN(C1)C (S)-4-(8-chloro-2,3-dimethyl-quinoxalin-6-yl)-2-(1-methyl-1H-pyrazol-4-yl)morpholine